BrC=1C=C(C=CC1)N1CCN(CC1)C(CN1C(=CC2=CC(=CC=C12)Cl)C(=O)O)=O (2-(4-(3-bromophenyl)piperazin-1-yl)-2-oxoethyl)-5-chloro-1H-indole-2-carboxylic acid